OC([C@@H](C(=O)OCC1=CC=C(C=C1)F)NC(=O)C=1C=CC2=C(B(OC2)O)C1C)(C)C 4-Fluorobenzyl (S)-3-hydroxy-2-(1-hydroxy-7-methyl-1,3-dihydrobenzo[c][1,2]oxaborole-6-carboxamido)-3-methylbutanoate